dicarbonate dihydrochloride Cl.Cl.C(=O)(O)OC(=O)O